C(C1CO1)OCCC[Si](OCC)(OCC)C (glycidoxypropyl)(methyl)diethoxysilane